ClC1=CC=C2C(=C(C(N(C2=C1)C1=CC=CC=C1)=O)C(=O)NC)O 7-chloro-4-hydroxy-N-methyl-2-oxo-1-phenyl-1,2-dihydroquinoline-3-carboxamide